Bromo-7-fluoro-4-isopropylquinolin-2-ol BrC=1C(=NC2=CC(=CC=C2C1C(C)C)F)O